Cl.CC(C(C12CC(C1)(C2)C2=CC=CC=C2)NC(C2=CN=CC=C2)=O)C N-(2-methyl-1-(3-phenylbicyclo[1.1.1]pentan-1-yl)propyl)nicotinamide hydrochloride